(cis)-3-(benzyloxy)cyclobutanol C(C1=CC=CC=C1)O[C@H]1C[C@H](C1)O